4-[5-methylsulfanyl-4-(4-trifluoromethoxy-phenyl)-pyrimidin-2-ylamino]-benzoic acid ethyl ester C(C)OC(C1=CC=C(C=C1)NC1=NC=C(C(=N1)C1=CC=C(C=C1)OC(F)(F)F)SC)=O